tert-butyl 6-{(1S)-1-[5-(5-oxo-4,5-dihydro-1,3,4-oxadiazol-2-yl)-2-(trifluoromethyl) anilino] ethyl}-2-azaspiro[3.3]heptane-2-carboxylate O=C1NN=C(O1)C=1C=CC(=C(N[C@@H](C)C2CC3(CN(C3)C(=O)OC(C)(C)C)C2)C1)C(F)(F)F